3-amino-N-[(2S)-2-(dimethylamino)propyl]-5-(trifluoromethyl)benzamide NC=1C=C(C(=O)NC[C@H](C)N(C)C)C=C(C1)C(F)(F)F